FC1=CC(=CC(N1C)=O)I 6-fluoro-4-iodo-1-methylpyridin-2(1H)-one